2-chloro-5-(1-(4-nitro-1H-pyrazol-1-yl)ethyl)pyrimidin-4-amine ClC1=NC=C(C(=N1)N)C(C)N1N=CC(=C1)[N+](=O)[O-]